4-(1,3-dioxolan-2-yl)-1-[4-(4-piperidyl)phenyl]piperidine O1C(OCC1)C1CCN(CC1)C1=CC=C(C=C1)C1CCNCC1